C(C)(C)(C)OC(=O)N1CCC=C(C1)C1=C2C=3CC4(CC4)CCC3NC2=C(C=C1F)C#N 5-(8-cyano-6-fluoro-1,2,4,9-tetrahydrospiro[carbazole-3,1'-cyclopropane]-5-yl)-3,6-dihydroPyridine-1(2H)-carboxylic acid tert-butyl ester